F[C@H]1CNCC[C@H]1NC1=C2C=CN(C2=CC=C1)CC(F)(F)F 4-{[(3S,4R)-3-fluoropiperidin-4-yl]amino}-1-(2,2,2-trifluoroethyl)-1H-indol